NC1=CC=C(C(C(F)(F)F)(C(F)(F)F)C2=CC(=CC=C2)C(C2=CC=C(C=C2)N)(C(F)(F)F)C(F)(F)F)C=C1 1,3-bis(4-amino-α,α-ditrifluoromethylbenzyl)benzene